COC1=CC=C(C=C1)C1=CC=C(S1)C1=CC=C(S1)C(N)=N 5-[5-(4-Methoxyphenyl)thiophen-2-yl]thiophene-2-carboximidamide